tetra(carboxyphenyl)porphyrin C(=O)(O)C1=C(C=CC=C1)C1=C2C=CC(C(=C3C=CC(=C(C=4C=CC(=C(C5=CC=C1N5)C5=C(C=CC=C5)C(=O)O)N4)C4=C(C=CC=C4)C(=O)O)N3)C3=C(C=CC=C3)C(=O)O)=N2